(2-fluoro-5-hydroxyphenyl)(6-(5-(trifluoromethyl)-3-[o-(trifluoromethyl)phenyl]-1-pyrazolyl)-2-aza-2-spiro[3.3]heptyl)methanone FC1=C(C=C(C=C1)O)C(=O)N1CC2(C1)CC(C2)N2N=C(C=C2C(F)(F)F)C2=C(C=CC=C2)C(F)(F)F